methanesulfinate sodium [Na+].CS(=O)[O-]